(5R)-5-ethyl-3-(6-spiro[1H-isobenzofuran-3,1'-cyclobutane]-5-yloxy-3-pyridinyl)imidazolidine-2,4-dione C(C)[C@@H]1C(N(C(N1)=O)C=1C=NC(=CC1)OC=1C=C2C(=CC1)COC21CCC1)=O